FC1=CC(=CC2=C1N=C(S2)NC(=O)C2CC(CCC2)C)F N-(4,6-difluoro-1,3-benzothiazol-2-yl)-3-methylcyclohexane-1-carboxamide